menthylcarboxamide C1(CC(C(CC1)C(C)C)C(=O)N)C